(+/-)-trans-methyl 3-((2-(5-fluoro-1-tosyl-1H-pyrrolo[2,3-b]pyridin-3-yl)-6-phenoxypyrimidin-4-yl)amino)bicyclo[2.2.2]octane-2-carboxylate FC=1C=C2C(=NC1)N(C=C2C2=NC(=CC(=N2)NC2C(C1CCC2CC1)C(=O)OC)OC1=CC=CC=C1)S(=O)(=O)C1=CC=C(C)C=C1